N-(1-(2-(azetidin-1-yl)-2-oxoethyl)-3-(5-chloro-2-methoxyphenyl)-1H-pyrazol-4-yl)pyrazolo[1,5-a]pyrimidine-3-carboxamide N1(CCC1)C(CN1N=C(C(=C1)NC(=O)C=1C=NN2C1N=CC=C2)C2=C(C=CC(=C2)Cl)OC)=O